4-((4-((4,4-difluoropiperidin-1-yl)methyl)benzyl)thio)-5-fluoro-1-oxoisoindoline FC1(CCN(CC1)CC1=CC=C(CSC2=C3CNC(C3=CC=C2F)=O)C=C1)F